2-chloro-2'-methyl-[1,1'-biphenyl]-3-ol ClC1=C(C=CC=C1O)C1=C(C=CC=C1)C